NC1=NC=2C=CC=NC2C2=C1N=C(N2CCCCNC(=O)C2=NC=CN=C2)CCCC N-(4-(4-amino-2-butyl-1H-imidazo[4,5-c][1,5]Naphthyridin-1-yl)butyl)pyrazine-2-carboxamide